C(C1=CC=CC=C1)OCCN1N=C(C=C1C(=O)OC)Br methyl 1-(2-(benzyloxy)ethyl)-3-bromo-1H-pyrazole-5-carboxylate